BrC1=C(C=2CCCCC2C=C1Cl)C=O 2-bromo-3-chloro-5,6,7,8-tetrahydronaphthalene-1-carbaldehyde